N-2-pyrazine-carbonyl-L-phenylalanine N1=C(C=NC=C1)C(=O)N[C@@H](CC1=CC=CC=C1)C(=O)O